[Cl-].C(CCCCCCC)[N+](C)(C)CCCCCCCC di-octyl-dimethyl-ammonium chloride